3-(4-isobutylcyclohex-1-en-1-yl)-2-methylpropanaldehyde C(C(C)C)C1CC=C(CC1)CC(C=O)C